(1r,3s)-3-(difluoromethyl)cyclopentane-1-amine hydrochloride Cl.FC([C@@H]1C[C@@H](CC1)N)F